C(C1=CC(O)=C(O)C(O)=C1)(=O)N(CCCC[C@H](N(C(C1=CC(O)=C(O)C(O)=C1)=O)C(C1=CC(O)=C(O)C(O)=C1)=O)C(=O)O)C(C1=CC(O)=C(O)C(O)=C1)=O Tetragalloyl-Lysine